3-hydroxyleucine OC([C@H](N)C(=O)O)C(C)C